C12C(CC(CC1)C2)NCCC 3-(2-Norbornyl)aminopropan